NC=1C=C(C=C(C1)C(F)(F)F)[C@@H](C)NC1=NC(=NC=2C=C3C(=CC12)O[C@@H]1[C@H](OCCO3)CCCC1)C cis-N-((R)-1-(3-amino-5-(trifluoromethyl)phenyl)ethyl)-11-methyl-1,2,3,4,4a,6,7,15a-octahydrobenzo[8,9][1,4,7]trioxonino[2,3-g]quinazolin-13-amine